3-[2-fluoro-5-[[6-oxo-4-(trifluoromethyl)-1H-pyridine-3-carbonyl]amino]-4-[(3R,5S)-3,4,5-trimethylpiperazin-1-yl]phenyl]-8-azabicyclo[3.2.1]oct-2-ene-8-carboxylic acid tert-butyl ester C(C)(C)(C)OC(=O)N1C2C=C(CC1CC2)C2=C(C=C(C(=C2)NC(=O)C2=CNC(C=C2C(F)(F)F)=O)N2C[C@H](N([C@H](C2)C)C)C)F